hydroxyacetylpiperidine OCC(=O)N1CCCCC1